N-(3-(4-(3-amino-1H-indazol-5-yl)-1H-pyrrolo[2,3-b]pyridin-2-yl)phenyl)-3-methoxypropanamide NC1=NNC2=CC=C(C=C12)C1=C2C(=NC=C1)NC(=C2)C=2C=C(C=CC2)NC(CCOC)=O